4-((2S)-2-(isopropoxymethyl)-4-(4-(trifluoromethyl)phenyl)pyrrolidin-1-yl)benzonitrile C(C)(C)OC[C@H]1N(CC(C1)C1=CC=C(C=C1)C(F)(F)F)C1=CC=C(C#N)C=C1